phenyl (S)-(cyclopropyl(5-fluoro-3-methylbenzofuran-2-yl)methyl)carbamate C1(CC1)[C@@H](C=1OC2=C(C1C)C=C(C=C2)F)NC(OC2=CC=CC=C2)=O